1,1,1,3,3,3-hexabromo-2-ethyldisilazane Br[Si](N([Si](Br)(Br)Br)CC)(Br)Br